methyl-1,4,8,11-tetraazacyclotetradecane CN1CCNCCCNCCNCCC1